(S)-2-((2S,3R)-3-amino-2-hydroxy-4-phenylbutanamido)-2-(3-(trifluoromethoxy)phenyl)acetic acid N[C@@H]([C@@H](C(=O)N[C@H](C(=O)O)C1=CC(=CC=C1)OC(F)(F)F)O)CC1=CC=CC=C1